2-amino-N-(2-(7-(4-(4-(benzo[b]thiophen-4-yl)piperazin-1-yl)butoxy)-2-oxoquinolin-1(2H)-yl)-2-oxoethyl)-3-methylbutanamide NC(C(=O)NCC(=O)N1C(C=CC2=CC=C(C=C12)OCCCCN1CCN(CC1)C1=CC=CC=2SC=CC21)=O)C(C)C